C1(CC1)CCNC1=C2N=CN(C2=NC(=N1)I)[C@H]1[C@@H]([C@@H]([C@@]2(C[C@H]12)C(=O)OCC)O)O Ethyl (1S,2R,3S,4R,5S)-4-(6-((2-cyclopropylethyl)amino)-2-iodo-9H-purin-9-yl)-2,3-dihydroxybicyclo[3.1.0]hexane-1-carboxylate